(2S)-N-(4-(cyclopropylamino)-3,4-dioxo-1-((S)-2-oxopyrrolidin-3-yl)butan-2-yl)-2-((E)-3-(2,4-difluorophenyl)acrylamido)-4,4-dimethylpentanamide C1(CC1)NC(C(C(C[C@H]1C(NCC1)=O)NC([C@H](CC(C)(C)C)NC(\C=C\C1=C(C=C(C=C1)F)F)=O)=O)=O)=O